(10R,14S)-14-Amino-4-fluoro-10-methyl-5,8,16-triazatricyclo[13.3.1.02,7]nonadeca-1(19),2,4,6,15,17-hexaen-9-one N[C@H]1CCC[C@H](C(NC2=CN=C(C=C2C=2C=CN=C1C2)F)=O)C